CC1=NN(C(=C1B1OC(C(O1)(C)C)(C)C)C1=CC=CC=C1)C1OCCCC1 3-methyl-5-phenyl-1-(tetrahydro-2H-pyran-2-yl)-4-(4,4,5,5-tetramethyl-1,3,2-dioxaborolan-2-yl)-1H-pyrazole